ClC=1C(=NC(=NC1)NC1=CC=C(C#N)C=C1)C1=CC2=C(N=C3N2CCCN3C)C(=C1)F 4-((5-chloro-4-(9-fluoro-1-methyl-1,2,3,4-tetrahydrobenzo[4,5]imidazo[1,2-a]pyrimidin-7-yl)pyrimidin-2-yl)amino)benzonitrile